(rac)-3-((6-Chloropyridazin-3-yl)amino)-2-methylpropane-1,2-diol ClC1=CC=C(N=N1)NC[C@](CO)(O)C |r|